1-(4-(hydroxymethyl)phenyl)-pyrrolidin-2-one OCC1=CC=C(C=C1)N1C(CCC1)=O